bis(β-epithiopropylthioethyl)sulfide C(CC)SC1(CS1)SC1(CS1)SCCC